COC1C(CN(CC1)C(=O)[O-])NC=1N=C2C(=NC1)N(C=C2C(N[C@H](COC)C)=O)COCC[Si](C)(C)C 4-methoxy-3-[(7-[((S)-1-methoxypropan-2-yl)carbamoyl]-5-{[2-(trimethylsilyl)ethoxy]methyl}-5H-pyrrolo[2,3-b]pyrazin-2-yl)amino]piperidine-1-carboxylate